tert-butyl (E,2S)-2-[2-[tert-butoxycarbonyl(methyl)amino]ethyl-methyl-carbamoyl]oxy-7-(dimethylamino)-7-oxo-hept-5-enoate C(C)(C)(C)OC(=O)N(CCN(C(=O)O[C@H](C(=O)OC(C)(C)C)CC\C=C\C(=O)N(C)C)C)C